COC1=CC=C(C=C1)C=1NC=2N(C(C1)=O)N=C(C2)C(=O)O 5-(4-methoxyphenyl)-7-oxo-4,7-dihydropyrazolo[1,5-a]pyrimidine-2-carboxylic acid